2-(4',5'-diphenyl-[1,1':2',1''-terphenyl]-3-yl)-4,4,5,5-tetramethyl-1,3,2-dioxaborolane C1(=CC=CC=C1)C=1C=C(C(=CC1C1=CC=CC=C1)C1=CC(=CC=C1)B1OC(C(O1)(C)C)(C)C)C1=CC=CC=C1